OCC=1C=C(C=CC1N1C(C2=CC=C(C=C2C1=O)C(=O)O)=O)C1=CC=CC=C1 2-(3-Hydroxymethylbiphenyl-4-yl)-1,3-dioxo-2,3-dihydro-1H-isoindole-5-carboxylic acid